3-{[1-({(3R,4R)-1-[(5-bromopyridin-3-yl)methyl]-3-phenylpiperidin-4-yl}carbonyl)-4-hydroxypiperidin-4-yl]methyl}-7-(4-methoxyphenyl)-3,7-dihydro-4H-pyrrolo[2,3-d]pyrimidin-4-one BrC=1C=C(C=NC1)CN1C[C@H]([C@@H](CC1)C(=O)N1CCC(CC1)(O)CN1C=NC2=C(C1=O)C=CN2C2=CC=C(C=C2)OC)C2=CC=CC=C2